N-(2,6-dioxopiperidin-3-yl)-2-methyl-1H-benzo[d]imidazole O=C1NC(CCC1N1C(=NC2=C1C=CC=C2)C)=O